3-((3-bromophenyl)(3-chlorocyclobutyl)methyl)-4-methyl-4H-1,2,4-triazole BrC=1C=C(C=CC1)C(C1=NN=CN1C)C1CC(C1)Cl